BrC=1C=C(C2=C(NC(N2)=O)C1)C(C)C 6-bromo-4-isopropyl-1,3-dihydro-2H-benzo[d]imidazol-2-one